C1(=CC=CC=C1)S(=O)(=O)CC#N 2-(benzenesulfonyl)acetonitrile